C1(CC1)OC1=NN(C(C2=CC=C(C=C12)I)=O)CC(=O)OC methyl 2-(4-cyclopropoxy-6-iodo-1-oxophthalazin-2(1H)-yl)acetate